C1(CC1)[C@H]1OC2=C([C@@H](N(C1)CC1=CC(=CC=3C=CSC31)[C@@H](CC(=O)O)C3=C(C1=C(N(N=N1)C)C=C3)C)C)N=C(C=C2)O |o1:7| (3R)-3-(7-{[(2R,5S*)-2-cyclopropyl-7-hydroxy-5-methyl-2,3-dihydropyrido[2,3-f][1,4]oxazepine-4(5H)-yl]methyl}-1-benzothiophen-5-yl)-3-(1,4-dimethyl-1H-benzotriazol-5-yl)propanoic acid